5-chloro-2-cyclopropyl-N-((1r,4r)-4-((3-(6-methyl-pyridin-3-yl)-2-oxo-2,3-dihydro-1H-benzo[d]imidazol-1-yl)methyl)cyclohexyl)benzamide ClC=1C=CC(=C(C(=O)NC2CCC(CC2)CN2C(N(C3=C2C=CC=C3)C=3C=NC(=CC3)C)=O)C1)C1CC1